(3S,4R)-4-nitro-tetrahydrofuran-3-amine [N+](=O)([O-])[C@@H]1[C@@H](COC1)N